amino-4-chloro-N-(pyridin-3-yl)-4''-sulfamoyl-[1,1':3',1''-terphenyl]-5'-carboxamide NC1=C(C=CC(=C1)Cl)C1=CC(=CC(=C1)C(=O)NC=1C=NC=CC1)C1=CC=C(C=C1)S(N)(=O)=O